CC1(CCC2=CC=CC=C12)C 1,1-dimethyl-2,3-dihydro-1H-inden